[4-(hydroxymethyl)cyclohexyl]-5-[[6-(trifluoromethyl)pyridine-2-carbonyl]]Aminoindazole-6-carboxylic acid OCC1CCC(CC1)C1=NNC2=CC(=C(C=C12)NC(=O)C1=NC(=CC=C1)C(F)(F)F)C(=O)O